N1=NC=C(C=C1)NC(=O)[C@@H]1CC12CCN(CC2)C(=O)OC(C(F)(F)F)C(F)(F)F |r| 1,1,1,3,3,3-hexafluoropropan-2-yl (±)-1-(pyridazin-4-ylcarbamoyl)-6-azaspiro[2.5]octane-6-carboxylate